C(C)(C)(C)OC(NC[C@H]1C[C@H]([C@@H]2OC(O[C@@H]21)(C)C)N2C=C(C1=C2N=C(N=C1N)Cl)C=1SC=CN1)=O tert-butyl-N-{[(3aR,4R,6R,6aS)-6-[4-amino-2-chloro-5-(1,3-thiazol-2-yl)pyrrolo[2,3-d]pyrimidin-7-yl]-2,2-dimethyl-tetrahydro-3aH-cyclopenta[d][1,3]dioxol-4-yl]methyl}carbamate